[Cl-].ClP(=O)(Cl)OC=[N+](C)CC dichlorophosphoryloxymethylene-ethyl-methyl-ammonium chloride